C(C=C)(=O)OC1=CC(=C(C(=O)C2=CC=CC=C2)C=C1)OCC 4-acryloyloxy-ethoxybenzophenone